OC1=CC=C(C2=CC=C(C(=C12)C)O)C 1,7-dihydroxy-4,8-dimethylnaphthalene